[Cl-].[Cl-].CC1(C=C(C=C1)C1(CCCC1)C(C)C)[Zr+2]C1(C=C(C=C1)C1(CCCC1)C(C)C)C bis(1-methyl-3-(1-isopropylcyclopentyl)cyclopentadienyl)zirconium dichloride